FC=1C(=NC=C(C1)C=1C=C2C=CN(C2=CC1)S(=O)(=O)C1=CC=CC=C1)NN 3-fluoro-5-(1-(phenylsulfonyl)-1H-indol-5-yl)-2-hydrazinopyridine